C(N)(=O)C1=C(C(=C2N(C(CN(S2(=O)=O)C(C)C)C(=O)O)C1=O)C1=CC(=CC=C1)C(F)(F)F)CC1=CC=CC2=CC=CC=C12 7-carbamoyl-2-isopropyl-8-(naphthalen-1-ylmethyl)-6-oxo-9-(3-(trifluoromethyl)phenyl)-3,4-dihydro-2H,6H-pyrido[1,2-e][1,2,5]thiadiazine-4-carboxylic acid 1,1-dioxide